crotonic acid, crotonic acid salt C(\C=C\C)(=O)O.C(\C=C\C)(=O)O